BrC=1C=C(C=CC1)C=1OC2=C(N1)C=CC=C2 2-(3-bromophenyl)benzoxazole